ethyl-methyl-4-(aminomethyl)benzoic acid C(C)C=1C(=C(C(=O)O)C=CC1CN)C